OC1=CC=C2CC(C(C2=C1)=O)C\C=C\C1=CC=CC=C1 6-hydroxy-2-((E)-3-phenylallyl)-2,3-dihydro-1H-inden-1-one